[(1R,2S,4R)-4-{[5-({5-chloro-4-[(1S)-1-(3-chlorophenyl)-1-hydroxyethyl]-2-thienyl}carbonyl)pyrimidin-4-yl]amino}-2-hydroxycyclopentyl]methyl sulfamate S(N)(OC[C@@H]1[C@H](C[C@@H](C1)NC1=NC=NC=C1C(=O)C=1SC(=C(C1)[C@@](C)(O)C1=CC(=CC=C1)Cl)Cl)O)(=O)=O